O1C=NC2=C1C=1C(CCC1C=C2)CCNC(CC)=O N-[2-(7,8-dihydro-6H-indeno[5,4-d][1,3]oxazol-8-yl)ethyl]propanamide